C1(CC1)C1=C(C=CC(=C1)F)N(C(CC1CCN(CC1)CCN1C(C2=CC=CC(=C2C1=O)F)=O)=O)C1=CC=C(C2=NON=C21)[N+](=O)[O-] N-(2-cyclopropyl-4-fluorophenyl)-2-(1-(2-(4-fluoro-1,3-dioxoisoindol-2-yl)ethyl)piperidine-4-yl)-N-(7-nitrobenzo[c][1,2,5]oxadiazol-4-yl)acetamide